CN1C(N(C=2C1=NC=C(C2)C=2SC(=CC2)C(F)(F)F)CC=2C=NC=CC2)=O 3-methyl-1-(3-pyridylmethyl)-6-[5-(trifluoromethyl)-2-thienyl]imidazo[4,5-b]pyridin-2-one